ClC=1C=CC=2N(C1)C(=CN2)C2=NC=CC(=N2)Cl 6-chloro-3-(4-chloropyrimidin-2-yl)imidazo[1,2-a]pyridine